1-N-(4-fluorophenyl)-1-N'-[6-[7-methoxy-6-(1H-pyrazol-4-yl)quinolin-4-yl]oxypyridin-3-yl]cyclopropane-1,1-dicarboxamide FC1=CC=C(C=C1)NC(=O)C1(CC1)C(=O)NC=1C=NC(=CC1)OC1=CC=NC2=CC(=C(C=C12)C=1C=NNC1)OC